5-chloro-2-ethynyl-1,3-difluorobenzene ClC=1C=C(C(=C(C1)F)C#C)F